(2,3-Dihydro-4H-benzo[b][1,4]oxazin-4-yl)(5-(4-fluoro-3-nitrophenyl)pyridin-3-yl)methanone O1C2=C(N(CC1)C(=O)C=1C=NC=C(C1)C1=CC(=C(C=C1)F)[N+](=O)[O-])C=CC=C2